[Si]([O-])([O-])([O-])[O-].[Lu+3].[Si]([O-])([O-])([O-])[O-].[Si]([O-])([O-])([O-])[O-].[Lu+3].[Lu+3].[Lu+3] lutetium silicate